3,4-Dichlorophenyl 3-deoxy-3-[4-(3,4,5-trifluorophenyl)-thiazol-2-yl]-1-thio-α-D-galactopyranoside FC=1C=C(C=C(C1F)F)C=1N=C(SC1)[C@@H]1[C@H]([C@@H](SC2=CC(=C(C=C2)Cl)Cl)O[C@@H]([C@@H]1O)CO)O